2,2,5-Trimethyl-N-pentyl-4-(1-piperidyl)piperidine-1-carboxamide tert-Butyl-2,2,5-trimethyl-4-oxopiperidine-1-carboxylate C(C)(C)(C)OC(=O)N1C(CC(C(C1)C)=O)(C)C.CC1(N(CC(C(C1)N1CCCCC1)C)C(=O)NCCCCC)C